[(3aR,6aR)-5-[1-(2,2-difluoroethyl)-1H-pyrazolo[3,4-b]pyrazin-6-yl]-octahydropyrrolo[3,4-c]pyrrol-2-yl]-6-(trifluoromethyl)pyridine FC(CN1N=CC=2C1=NC(=CN2)N2C[C@H]1[C@H](C2)CN(C1)C1=NC(=CC=C1)C(F)(F)F)F